C(#N)C=1C=CC=2N(C1)C(=NN2)C(CC(F)(F)F)C2=CN=C(S2)NC([C@H](C2CCC(CC2)(F)F)NC(OC(C)(C)C)=O)=C=O tert-butyl ((1S)-2-((5-(1-(6-cyano-[1,2,4]triazolo[4,3-a]pyridin-3-yl)-3,3,3-trifluoropropyl)thiazol-2-yl)amino)-1-(4,4-difluorocyclohexyl)-2-carbonylethyl)carbamate